5-methyl-6-oxo-8-(piperazin-1-yl)-5,6-dihydro-1,5-naphthyridine-2,7-dinitrile TFA salt OC(=O)C(F)(F)F.CN1C=2C=CC(=NC2C(=C(C1=O)C#N)N1CCNCC1)C#N